8,11,14-trioxa-4,5,19,20,22-pentaazatetracyclo[13.5.2.12,5.018,21]tricosa-1(20),2(23),3,15(22),16,18(21)-hexaene C=12C=3C=NN(CCOCCOCCOC=4C=CC(NN1)=C2N4)C3